C(C)(=O)C1=C(C=C(C=C1)Cl)C=1C(=NN(C(C1)=O)[C@H](C(=O)NC1=CC=C(C(=O)OC(C)(C)C)C=C1)CC1=CC=CC=C1)OC1COC1 tert-butyl (S)-4-(2-(4-(2-acetyl-5-chlorophenyl)-6-oxo-3-(oxetan-3-yloxy)-pyridazine-1(6H)-yl)-3-phenylpropanamido)benzoate